2-methyl-2-diethylamino(4-morpholinophenyl)propan-1-one CC(C(=O)C1=CC=C(C=C1)N1CCOCC1)(C)N(CC)CC